COCC12CC(C1)(C2)N2C(N1[C@@H](CNCC1)C2)=O (S)-2-(3-(methoxymethyl)bicyclo[1.1.1]pentane-1-yl)hexahydroimidazo[1,5-a]pyrazin-3(2H)-one